C(C)S(=O)(=O)C[C@@H]1CN(CC1)C(=O)OC(C)(C)C Tert-butyl (S)-3-((ethylsulfonyl)methyl)pyrrolidine-1-carboxylate